NC=1C(=CC(=C(C1)C1=C(C=C(C=C1)F)C#N)C(F)(F)F)C(=O)OC Methyl 5-amino-2'-cyano-4'-fluoro-2-(trifluoromethyl)-[1,1'-biphenyl]-4-carboxylate